O=C1NC2=CC=C(C=C2C=C1C1=C(C=CC=C1)NS(=O)(=O)C)C1=CC=C(C=C1)N1CCN(CC1)C(C)C N-[2-(2-oxo-6-{4-[4-(propan-2-yl)piperazin-1-yl]phenyl}-1,2-dihydro-quinolin-3-yl)phenyl]methanesulfonamide